(3-formyl-4-hydroxyphenyl)-4-methyl-5-thiazolecarboxylic acid ethyl ester C(C)OC(=O)C1=C(N=C(S1)C1=CC(=C(C=C1)O)C=O)C